Methyl (R)-3-(6-(5-chloro-2-(((1S*,2S*,3R*,5R*)-2-hydroxy-8-oxabicyclo[3.2.1]octan-3-yl)amino)pyrimidin-4-yl)-4-fluoro-1-isopropyl-1H-benzo[d]imidazol-2-yl)pyrrolidine-1-carboxylate ClC=1C(=NC(=NC1)N[C@H]1[C@@H]([C@@H]2CC[C@H](C1)O2)O)C=2C=C(C1=C(N(C(=N1)[C@H]1CN(CC1)C(=O)OC)C(C)C)C2)F |o1:8,9,10,13|